6'-(((1S,3S)-3-((7-Chloroquinoxalin-2-yl)amino)cyclopentyl)amino)-2H-[1,3'-bipyridin]-2-one ClC1=CC=C2N=CC(=NC2=C1)N[C@@H]1C[C@H](CC1)NC1=CC=C(C=N1)N1C(C=CC=C1)=O